C1(=CC=C(C=C1)C1=C2C(=NNC2=CC=C1)NC=1C(=NC=CC1)C(=O)O)C=1CCCCC1 ((4-(2',3',4',5'-tetrahydro-[1,1'-biphenyl]-4-yl)-1H-indazol-3-yl)amino)picolinic acid